2-(2-(2-(2-(4-(((5s,8s)-4-hydroxy-3-mesityl-2-oxo-1-oxaspiro[4.5]dec-3-en-8-yl)oxy)piperidin-1-yl)ethoxy)ethoxy)ethoxy)acetic acid OC1=C(C(OC12CCC(CC2)OC2CCN(CC2)CCOCCOCCOCC(=O)O)=O)C2=C(C=C(C=C2C)C)C